9-Methoxy-2-chloro-6,7-dihydropyrimido[6,1-a]isoquinolin-4-one COC=1C=C2CCN3C(C2=CC1)=CC(=NC3=O)Cl